2,2'-oxybis(propan-1-amine) O(C(CN)C)C(CN)C